4-chloro-2-(3-methylphenyl)quinazoline ClC1=NC(=NC2=CC=CC=C12)C1=CC(=CC=C1)C